((2,3-dichlorophenyl)thio)-6-methyl-N-(pyrrolidin-3-ylmethyl)pyrazin-2-amine ClC1=C(C=CC=C1Cl)SC=1C(=NC(=CN1)C)NCC1CNCC1